4-fluoro-3-(trifluoromethyl)-phenylacetic acid FC1=C(C=C(C=C1)CC(=O)O)C(F)(F)F